N1(CCC1)C(=O)C1=NC=C(C=C1)C1=CC=CC=2N1N=CC2C(=O)N2CCCCC2 Azetidin-1-yl-(5-(3-(piperidine-1-carbonyl)pyrazolo[1,5-a]pyridin-7-yl)pyridin-2-yl)methanone